O=C(CCCCCCCC(=O)[O-])CCCCCCCC(=O)[O-] 9-oxo-heptadecanedioate